C(C)(C)(C)OC(=O)N1C(C(CC1)O)C1=CC(=C(C=C1)Br)F (4-bromo-3-fluorophenyl)-3-hydroxypyrrolidine-1-carboxylic acid tert-butyl ester